ClC1=CC=C(OC2=CC=C(C=C2)NC=2C3=C(N=CN2)NC=C3)C=C1 N-[4-(4-chlorophenoxy)phenyl]-7H-pyrrolo[2,3-d]pyrimidin-4-amine